C(C)OC(CN1[C@H]2CC(C[C@@H]1CC2)OCCOC2=C(C(=CC=C2)Br)C)=O.CC2=CC=C(C=C2)S(=O)(=O)C2=C(C=CC1=CC=CC=C21)C2=C(C(=O)N)C=CC=C2 (1-(p-toluenesulfonyl)naphthalen-2-yl)benzamide ethyl-2-((1R,3S,5S)-3-(2-(3-bromo-2-methylphenoxy)ethoxy)-8-azabicyclo[3.2.1]octan-8-yl)acetate